BrC=1N=C(C2=C(N1)N(C=C2)C)N[C@H](CC(=O)OC)C(C)(C)C (R)-methyl 3-((2-bromo-7-methyl-7H-pyrrolo[2,3-d]pyrimidin-4-yl)amino)-4,4-dimethylpentanoate